[N+](=O)([O-])C=1NC=CC1 2-nitro-1H-pyrrole